SCCC(=O)OCC(CS)OC(CCS)=O 3-mercapto-1,2-propanediol di(3-mercaptopropionate)